[(1S)-1-[(2S,4R,5R)-5-(5-Amino-2-oxothiazolo[4,5-d]pyrimidin-3-yl)-4-hydroxytetrahydrofuran-2-yl]propyl]acetat NC=1N=CC2=C(N1)N(C(S2)=O)[C@H]2[C@@H](C[C@H](O2)[C@H](CC)OC(C)=O)O